2-(2-chlorobenzyl)-8-methyl-N-(3-phenylpropyl)-4,5-dihydro-2H-furo[2,3-g]indazole-7-carboxamide ClC1=C(CN2N=C3C4=C(CCC3=C2)OC(=C4C)C(=O)NCCCC4=CC=CC=C4)C=CC=C1